[NH4+].C(C=C)(=O)NC(CS(=O)(=O)[O-])C 2-acrylamidopropanesulfonic acid ammonium salt